3-(6-Fluoro-1H-benzo[d]imidazol-2-yl)-N-[4-(pyridazin-3-yl)phenyl]aniline FC=1C=CC2=C(NC(=N2)C=2C=C(NC3=CC=C(C=C3)C=3N=NC=CC3)C=CC2)C1